tert-butyl-4-(3-((1-isopropyl-5-fluoro-1H-indol-3-yl)sulfonyl)phenyl)piperazine C(C)(C)(C)N1CCN(CC1)C1=CC(=CC=C1)S(=O)(=O)C1=CN(C2=CC=C(C=C12)F)C(C)C